C(C)(=O)C=1N=C2C(=NC1)N(C(=C2C(=O)N)N)C2=C(C(=CC=C2C)O)C R-2-acetyl-6-amino-5-(3-hydroxy-2,6-dimethyl-phenyl)pyrrolo[2,3-b]pyrazine-7-carboxamide